4-oxocyclohexylacetate O=C1CCC(CC1)CC(=O)[O-]